iridium (III) acetylacetate C(C)(=O)CC(=O)[O-].[Ir+3].C(C)(=O)CC(=O)[O-].C(C)(=O)CC(=O)[O-]